bis(4-phenoxyphenyl)iodonium tetrafluoroborate F[B-](F)(F)F.O(C1=CC=CC=C1)C1=CC=C(C=C1)[I+]C1=CC=C(C=C1)OC1=CC=CC=C1